NC1=NC=NN2C1=CC=C2[C@H]2[C@@H]([C@@H]([C@@](O2)(C#N)COP(=O)(OC2=CC=CC=C2)N[C@H](C(=O)OC(CC)CC)C)O)O (2S)-pentan-3-yl 2-(((((2R,3S,4R,5S)-5-(4-aminopyrrolo[2,1-f][1,2,4]triazin-7-yl)-2-cyano-3,4-dihydroxytetrahydrofuran-2-yl)methoxy)(phenoxy)phosphoryl)amino)propanoate